1-(2'-hydroxyethyl)-3-butylimidazole hexafluorophosphate F[P-](F)(F)(F)(F)F.OCCN1CN(C=C1)CCCC